5-(2-CHLORO-5-METHOXYPHENYL)-2-(CHLOROMETHYL)-1,3-OXAZOLE ClC1=C(C=C(C=C1)OC)C1=CN=C(O1)CCl